5-(methylamino)-4-hepten-3-one CNC(=CC(CC)=O)CC